NC1=C(C2=C(N(N=N2)C(F)F)C=C1C(=O)N)C1=C(C(=CC=C1C)O)C 5-amino-1-(difluoromethyl)-4-(3-hydroxy-2,6-dimethylphenyl)-1H-benzo[d][1,2,3]triazole-6-carboxamide